1-((2-((R)-3-Cyclohexyl-2-methylpropanoyl)-5-hydroxy-2-azaspiro[5.5]undecan-5-yl)methyl)-N,N-dimethyl-6-oxo-4-phenyl-1,6-dihydropyridin-3-carboxamid C1(CCCCC1)C[C@H](C(=O)N1CC2(C(CC1)(O)CN1C=C(C(=CC1=O)C1=CC=CC=C1)C(=O)N(C)C)CCCCC2)C